potassium hexahydrophthalate C(C1C(C(=O)[O-])CCCC1)(=O)[O-].[K+].[K+]